4-(((3-Chloro-1,4-dioxo-1,4-dihydronaphthalin-2-yl)amino)methyl)-N-phenylbenzamid ClC1=C(C(C2=CC=CC=C2C1=O)=O)NCC1=CC=C(C(=O)NC2=CC=CC=C2)C=C1